O1C(=NC2=C1C=CC=C2)C([C@H](C[C@H]2C(NCC2)=O)NC(OC(C)(C)C)=O)O tert-butyl N-[(2S)-1-(1,3-benzoxazol-2-yl)-1-hydroxy-3-[(3S)-2-oxopyrrolidin-3-yl]propan-2-yl]carbamate